N1N=CC2=CC=C(C=C12)C=1C(C=2C(=CN=C(C2)N[C@@H](C)C2=CC(=NC=C2)OC)OC1)=O (S)-3-(1H-indazol-6-yl)-6-((1-(2-methoxypyridin-4-yl)ethyl)amino)-4H-pyrano[2,3-c]pyridin-4-one